FC1(CCC1)CNC1=NN2C(C=N1)=C(C=C2)C=2C=NC1=NC=CC=C1C2 N-((1-fluorocyclobutyl)methyl)-5-(1,8-naphthyridin-3-yl)pyrrolo[2,1-f][1,2,4]triazin-2-amine